[4-[4-(difluoromethyl)-1-isopropyl-imidazol-2-yl]phenyl]methanol FC(C=1N=C(N(C1)C(C)C)C1=CC=C(C=C1)CO)F